C(C1=CC=CC=C1)OC(N[C@@H]1/C(/NC[C@H]1C1=C(C=C(C=C1F)OC)F)=N/OCCO)=O |o1:10,14| {(3S*,4R*,Z)-4-(2,6-difluoro-4-meth-oxyphenyl)-2-[(2-hydroxyethoxy)-imino]pyrrolidin-3-yl}carbamic acid benzyl ester